1,2,3,5,6,7,8,8a-octahydroindolizine C1CCN2CCCCC12